10-(3-sulfopropyl)-N-p-toluenesulfonyl-N-(3-carboxypropyl)acridine-9-formamide S(=O)(=O)(O)CCCN1C2=CC=CCC2=C(C2=CC=CC=C12)C(=O)N(CCCC(=O)O)S(=O)(=O)C1=CC=C(C)C=C1